1-(3-(tert-butyl)-1-phenyl-1H-pyrazol-5-yl)-3-(2-chloro-4-((3-oxo-3,4-dihydropyrido[2,3-b]pyrazin-8-yl)oxy)phenyl)urea C(C)(C)(C)C1=NN(C(=C1)NC(=O)NC1=C(C=C(C=C1)OC1=CC=NC=2NC(C=NC21)=O)Cl)C2=CC=CC=C2